C(C)C(C(=O)OOC(C)(C)C)CCCC 2-ethylhexanoyl(tert-butyl) peroxide